naphtho[2,3-b]naphtho[2',3':4,5]thieno[2,3-d]thiophene C1=CC=CC2=CC3=C(SC4=C3SC3=C4C=C4C=CC=CC4=C3)C=C12